bis(4-chlorophenyl)-4-methylphenylsulfonium tetrafluoroborate F[B-](F)(F)F.ClC1=CC=C(C=C1)[S+](C1=CC=C(C=C1)C)C1=CC=C(C=C1)Cl